CC(C(SCCCCCCCC(NC=1SC=C(N1)C1=CC=CC=C1)=O)=O)C S-(8-oxo-8-((4-phenylthiazol-2-yl)amino)octyl) 2-methylpropanethioate